BrC1=C2C=NNC2=CC(=C1C(C)C)Cl 4-bromo-6-chloro-5-isopropyl-1H-indazole